2-amino-2,3-dimethylbutyramide NC(C(=O)N)(C(C)C)C